ClC1=C(C=C(C(=O)N2CC=3C(=NN4C3C(N(CC4)C(C)C=4C=C(C=CC4)NS(=O)(=O)C)=O)C[C@H]2C)C=C1)C#N N-(3-(1-((R)-2-(4-chloro-3-cyanobenzoyl)-3-methyl-10-oxo-1,2,3,4,7,8-hexahydropyrido[4',3':3,4]pyrazolo[1,5-a]pyrazin-9(10H)-yl)ethyl)phenyl)methanesulfonamide